CS(C(O)=S)CNN=C(C1=NC=CC=C1)C1=NC=CC=C1 2-(di(pyridine-2-yl)methylene)hydrazinomethyl-dithiocarbonic acid methyl ester